C[C@H]1[C@H]([C@H]([C@@H]([C@H](O1)O[C@H]2[C@H]([C@H](O[C@@H]([C@@H]2O)O)CO)O)O)O)O The molecule is a disaccharide that is alpha-D-galactopyranose in which the hydroxy group at position 3 has been converted into the corresponding beta-L-fucopyranoside. It is a glycoside, a beta-L-fucoside and a glycosylgalactose. It derives from an alpha-D-galactose.